N[C@H](C(=O)O)CCN1N=CN(C1=O)CC1=CC=C(C=C1)OC (S)-2-amino-4-(4-(4-methoxybenzyl)-5-oxo-4,5-dihydro-1H-1,2,4-triazol-1-yl)butanoic acid